(2-(((2-(2,6-dioxopiperidin-3-yl)-1,3-dioxoisoindolin-4-yl)amino)methyl)thiazol-4-yl)methyl 4-oxoadamantane-1-carboxylate O=C1C2CC3(CC(CC1C3)C2)C(=O)OCC=2N=C(SC2)CNC2=C3C(N(C(C3=CC=C2)=O)C2C(NC(CC2)=O)=O)=O